C[C@]12CC[C@H]3[C@H]([C@@H]1CC[C@]2(C#C)O)CCC4=CC5=C(C[C@]34C)C=NO5 The molecule is a 17beta-hydroxy steroid and a terminal acetylenic compound. It has a role as an anti-estrogen and an estrogen antagonist. It derives from a hydride of a pregnane.